(1,3-dimethylazetidin-3-yl){4-[4-(trifluoromethyl)pyridin-3-yl]piperidin-1-yl}methanone CN1CC(C1)(C)C(=O)N1CCC(CC1)C=1C=NC=CC1C(F)(F)F